Titanium(IV) n-butoxide [O-]CCCC.[Ti+4].[O-]CCCC.[O-]CCCC.[O-]CCCC